(R)-6-chloro-3-((1-(3,6-dimethyl-2-(6-(3-methyl-1,2,4-oxadiazol-5-yl)pyridin-3-yl)-4-oxo-3,4-dihydroquinazolin-8-yl)ethyl)amino)-N-(methylsulfonyl)picolinamide dimethoxyethyl-phthalate COC(COC(C=1C(C(=O)O)=CC=CC1)=O)OC.ClC1=CC=C(C(=N1)C(=O)NS(=O)(=O)C)N[C@H](C)C=1C=C(C=C2C(N(C(=NC12)C=1C=NC(=CC1)C1=NC(=NO1)C)C)=O)C